ClC1=C(C(=O)P(C2=CC=C(C=C2)OCC)(C(C2=C(C=CC=C2Cl)Cl)=O)=O)C(=CC=C1)Cl Bis(2,6-dichlorobenzoyl)-4-ethoxyphenylphosphin oxid